N(NCC(COC1=CC2=CC=CC=C2C=C1)O)CC(COC1=CC2=CC=CC=C2C=C1)O 3,3'-(hydrazine-1,2-diyl)bis(1-(naphthalen-2-yloxy)propan-2-ol)